NC=1C=C2CCC(NC2=CC1)=O 6-amino-3,4-dihydroquinolin-2(1H)-one